N-(1-benzylpyrrolidin-3-yl)-1-[5-(5-chloro-2-methoxypyridin-4-yl)-1H-pyrazole-3-carbonyl]piperidine-4-carboxamide C(C1=CC=CC=C1)N1CC(CC1)NC(=O)C1CCN(CC1)C(=O)C1=NNC(=C1)C1=CC(=NC=C1Cl)OC